5-{2-amino-[1,2,4]triazolo[1,5-a]pyridin-7-yl}-2-methoxy-N-({2-[(morpholin-4-yl)methyl]phenyl}methyl)pyridine-3-carboxamide NC1=NN2C(C=C(C=C2)C=2C=C(C(=NC2)OC)C(=O)NCC2=C(C=CC=C2)CN2CCOCC2)=N1